1-[2-(4-chlorophenyl)ethyl]-3-[2-(3,4-dihydroxyphenyl)ethyl]thiourea ClC1=CC=C(C=C1)CCNC(=S)NCCC1=CC(=C(C=C1)O)O